ClC=1C=C(C=C(C1)C=1C=NN(C1)C)[C@@H](C)NC(C1=C(C=CC(=C1)N1CCN(CC1)C)C)=O N-[(1R)-1-[3-Chloro-5-(1-methylpyrazol-4-yl)phenyl]ethyl]-2-methyl-5-(4-methylpiperazin-1-yl)benzamide